methyl-2-phenyl-2-hexenal CC(=C(C=O)C1=CC=CC=C1)CCC